(S)-2,3,10-trimethoxy-9-acetylaminomethyl-6,8,13,13a-tetrahydro-5H-dibenzo[a,g]quinolizine COC=1C(=CC2=C([C@@H]3CC4=C(CN3CC2)C(=C(C=C4)OC)CNC(C)=O)C1)OC